2-(8-(((8S,8aR)-octahydroindolizin-8-yl)amino)imidazo[1,2-d][1,2,4]triazin-5-yl)-5-(trifluoromethyl)phenol C1CCN2CCC[C@@H]([C@@H]12)NC=1C=2N(C(=NN1)C1=C(C=C(C=C1)C(F)(F)F)O)C=CN2